2-amino-5-(2-hydroxyethyl)-6-methyl-1H-pyrimidin-4-one NC=1NC(=C(C(N1)=O)CCO)C